NC1=NC(=NC(=N1)N)CCN1C(=NC=C1)C 2,4-diamino-6-[2-(2-methylimidazol-1-yl)ethyl]-1,3,5-triazine